C(C)(C)(C)OC(=O)N(C1CCC2=CC(=CC=C12)/C=C/C(=O)OC)CCC1=C(NC2=CC=CC=C12)C methyl (E)-3-(1-((tert-butoxycarbonyl)(2-(2-methyl-1H-indol-3-yl)ethyl)amino)-2,3-dihydro-1H-inden-5-yl)acrylate